C1(=C(C=CC=C1)C#CC1=NNC2=CC=C(C=C12)C(=O)N1CC(CC1)NC(CNC(C1=CC(=CC=C1)C(F)(F)F)=O)=O)C1=CC=CC=C1 N-(2-((1-(3-([1,1'-biphenyl]-2-ylethynyl)-1H-indazole-5-carbonyl)pyrrolidin-3-yl)amino)-2-oxoethyl)-3-(trifluoromethyl)benzamide